(2S,3R,4R)-2-((2-chloro-6-((3-bromobenzyl)amino)-9H-purin-9-yl)methyl)tetrahydrofuran-3,4-diol ClC1=NC(=C2N=CN(C2=N1)C[C@@H]1OC[C@H]([C@H]1O)O)NCC1=CC(=CC=C1)Br